3-(N-(5-chloro-2-(piperidin-1-yl)phenyl)sulfamoyl)-4-methoxybenzoic acid ClC=1C=CC(=C(C1)NS(=O)(=O)C=1C=C(C(=O)O)C=CC1OC)N1CCCCC1